[Gd].C(C)N1CCN(CC1)C1=NC2=CC=C(C=C2C(=C1)C)NC(=S)N1CCN(CC1)C1CCN(CC1)C N-(2-(4-ethylpiperazin-1-yl)-4-methylquinolin-6-yl)-4-(1-methylpiperidin-4-yl)piperazine-1-carbothioamide gadolinium